N-(3-((4,4-difluoropiperidin-1-yl)sulfonyl)phenyl)-2-(7-azaspiro[3.5]nonan-7-yl)nicotinamide FC1(CCN(CC1)S(=O)(=O)C=1C=C(C=CC1)NC(C1=C(N=CC=C1)N1CCC2(CCC2)CC1)=O)F